C(C1=CC=CC=C1)OC1=C(C=CC=C1)C 4-(benzyloxy)-3-methylbenzene